benzyl-N-methyl-5-[[1-[2-oxo-2-[(2S,4S)-2-cyano-4-fluoro-pyrrolidin-1-yl]ethyl]-4-piperidinyl]amino]quinoline-3-carboxamide C(C1=CC=CC=C1)C1=NC2=CC=CC(=C2C=C1C(=O)NC)NC1CCN(CC1)CC(N1[C@@H](C[C@@H](C1)F)C#N)=O